methyl (S)-2-(tert-butoxycarbonyl (methyl) amino)-3-methyl-3-phenylbutyrate C(C)(C)(C)OC(=O)N([C@H](C(=O)OC)C(C)(C1=CC=CC=C1)C)C